FC1=C(C(=O)NC)C=CC=C1 2-fluoro-N-methylbenzamid